C(CCC)OC(CCC(C)(OOC(C)(C)C)OOC(C)(C)C)=O 4,4-bis(t-butylperoxy)valeric acid-n-butylester